((3R,4R,5R,6R)-4,5-dihydroxy-6-(hydroxymethyl)tetrahydro-2H-pyran-3-yl)pyridin-2(1H)-one O[C@@H]1[C@@H](CO[C@@H]([C@@H]1O)CO)N1C(C=CC=C1)=O